COC1=C(C=C(C=N1)N1N=C(C2=C1CCOCC2)C=2C=NN(C2)CC2CCN(CC2)C(=O)OC(C)(C)C)NS(=O)(=O)C tert-Butyl 4-((4-(1-(6-methoxy-5-(methylsulfonamido)pyridin-3-yl)-4,5,7,8-tetrahydro-1H-oxepino[4,5-c]pyrazol-3-yl)-1H-pyrazol-1-yl)methyl)piperidine-1-carboxylate